N2-methyllysine CN[C@@H](CCCCN)C(=O)O